ethyl pent-4-en-1-ylglycinate C(CCC=C)NCC(=O)OCC